4-(2-(methylsulfonyl)vinyl)pyridine CS(=O)(=O)C=CC1=CC=NC=C1